8-Methoxy-N-[(1R)-1-(5-methyl-1,2,4-oxadiazol-3-yl)ethyl]-6-[5-methylpyrimidin-2-yl]quinazolin-4-amine COC=1C=C(C=C2C(=NC=NC12)N[C@H](C)C1=NOC(=N1)C)C1=NC=C(C=N1)C